5-methoxy-2-methyl-N-((2R)-1-oxo-3-phenyl-1-(6-(pyridin-3-yl)-5,6-dihydropyridin-1(2H)-yl)propan-2-yl)benzamide COC=1C=CC(=C(C(=O)N[C@@H](C(N2CC=CCC2C=2C=NC=CC2)=O)CC2=CC=CC=C2)C1)C